tert-butyl (3-(4-formylphenyl)propyl)(methyl)carbamate C(=O)C1=CC=C(C=C1)CCCN(C(OC(C)(C)C)=O)C